2-(2-hydroxy-phenyl)-4-(4-methoxyphenyl)-6-phenyl-1,3,5-triazine OC1=C(C=CC=C1)C1=NC(=NC(=N1)C1=CC=C(C=C1)OC)C1=CC=CC=C1